3-methyl-4-phenylbutan-2-one O-methyloxime CON=C(C)C(CC1=CC=CC=C1)C